C(#C)C1=CC(=C(C=C1)C[C@H]1NC(=NOC1)C1=NC(=NC=C1OC1=CC(=CC=C1)C(F)(F)F)C)C |r| (5RS)-5-[(4-ethynyl-2-methyl-phenyl)methyl]-3-[2-methyl-5-[3-(trifluoromethyl)phenoxy]Pyrimidin-4-yl]5,6-dihydro-4H-1,2,4-oxadiazine